N-phenyl-N-{4-(2-naphthalene-2-yl-benzooxazole-6-yl)-phenyl}-amine C1(=CC=CC=C1)NC1=CC=C(C=C1)C1=CC2=C(N=C(O2)C2=CC3=CC=CC=C3C=C2)C=C1